BrC=1C=C(C(=NC1OC(COCCC)C)C)N=CN(C)CC N'-[5-bromo-6-(1-methyl-2-propoxyethoxy)-2-methylpyridin-3-yl]-N-ethyl-N-methylmethanimidamide